N-({2-fluoro-3-methoxy-6-[3-(trifluoromethyl)-1,2,4-triazol-1-yl]phenyl}methyl)-3-(methoxymethyl)-1-[(2-methyl-3,4-dihydro-1H-isoquinolin-7-yl)methyl]pyrazole-4-carboxamide FC1=C(C(=CC=C1OC)N1N=C(N=C1)C(F)(F)F)CNC(=O)C=1C(=NN(C1)CC1=CC=C2CCN(CC2=C1)C)COC